4-(((3R,6S)-6-(hydroxymethyl)tetrahydro-2H-pyran-3-yl)amino)-3-(2-methyl-6-phenoxynicotinoyl)-1H-pyrrolo[2,3-b]pyridine-5-carbonitrile OC[C@@H]1CC[C@H](CO1)NC1=C2C(=NC=C1C#N)NC=C2C(C2=C(N=C(C=C2)OC2=CC=CC=C2)C)=O